Cl.COC([C@@H](N)CC1=CC(=C(C(=C1)I)O)I)=O 3,5-diiodo-tyrosine-methyl ester hydrochloride